CC1=NC(=NC(=C1)C)NS(=O)(=O)C1=CC=C(C=C1)NC(CCC(=O)NC1=CC=C(C=C1)OC)=O N1-(4-(N-(4,6-dimethylpyrimidin-2-yl)sulfamoyl)phenyl)-N4-(4-methoxyphenyl)succinamide